4-NAPHTHOQUINONE C1(C=CC(C2=CC=CC=C12)=O)=O